(R)-2-(8-cyanoquinolin-5-yl)-4-methyl-1,2,3,4-tetrahydropyridine C(#N)C=1C=CC(=C2C=CC=NC12)[C@@H]1NC=CC(C1)C